ONC(\C=C\C1=C(C=CC=C1)NCC1=NC=CC=C1)=O (E)-N-hydroxy-3-(2-((pyridin-2-ylmethyl)amino)phenyl)acrylamide